2-Cyclopropyl-N7-(3,3-difluoroindan-1-yl)pyrazolo[1,5-a]pyrimidine-3,7-dicarboxamide C1(CC1)C1=NN2C(N=CC=C2C(=O)NC2CC(C3=CC=CC=C23)(F)F)=C1C(=O)N